2-(2-oxopyrrolidin-1-yl)acetic acid O=C1N(CCC1)CC(=O)O